OC1=CC=C(C=C1)C1=CC=C(C=C1)C(C1=CC=C(C=C1)[S+](C1=CC=CC=C1)C1=CC=CC=C1)(OC)OC {4-[(4'-hydroxybiphenyl-4-yl)dimethoxymethyl]-phenyl}-diphenylsulfonium